[(4S)-1-[1-[(1R,2R)-2-[[(4S)-2,2-dimethylchroman-4-yl]carbamoyl]cyclopropyl]-3-methoxypropyl]-4-ethyl-4-methyl-6-oxo-hexahydropyrimidin-2-ylidene]ammonium CC1(OC2=CC=CC=C2[C@H](C1)NC(=O)[C@H]1[C@@H](C1)C(CCOC)N1C(N[C@@](CC1=O)(C)CC)=[NH2+])C